BrC1=CC(=C(C=C1)NC12CN(CC(CC1)C2)CCO[Si](C)(C)C(C)(C)C)[N+](=O)[O-] N-(4-bromo-2-nitrophenyl)-3-{2-[(tert-butyldimethylsilyl)oxy]ethyl}-3-azabicyclo[3.2.1]octan-1-amine